ClC1=CC=C(C=C1)C#CC1=CC(N(C=2N=C(N=CC21)N2CCC(CC2)NCCC2=CC=CC=C2)C2CCCC2)=O 5-((4-chlorophenyl)ethynyl)-8-cyclopentyl-2-(4-(phenethylamino)piperidin-1-yl)pyrido[2,3-d]pyrimidin-7-one